NC1=C(C=2C(=NC(=C(N2)C)C)N1C1=C(C(=CC=C1C)OC)C)C(=O)OCC ethyl 6-amino-5-(3-methoxy-2,6-dimethylphenyl)-2,3-dimethyl-5H-pyrrolo[2,3-b]pyrazine-7-carboxylate